toluenedimethanol C(C1=CC=CC=C1)(CO)CO